NC1=C(C=NN1C=1C=NC(=CC1C)OC1=C(C=CC=C1F)F)C(=O)C1=CC=2C(=CC=C3CCN(CC23)CC2CNC2)N1 (5-amino-1-{6-[(2,6-difluorophenyl)oxy]-4-methylpyridin-3-yl}pyrazol-4-yl)[2-(azetidin-3-ylmethyl)-2,3,4,7-tetrahydro-1H-pyrrolo[2,3-H]isoquinolin-8-yl]methanone